BrCC(=O)NC=1C=C(C=C2C=CNC12)Cl 2-Bromo-N-(5-chloro-1H-indol-7-yl)acetamide